rhodium (acetoxy) acetate C(C)(=O)OOC(C)=O.[Rh]